[Ca].[Zn].[Al].[Fe] iron-aluminum-zinc calcium